NC1(CN(C1)[C@H]1C[C@@H]2N([C@@H](CN(C2)C2=C3C=CC(=NC3=C(C=C2)C#N)[2H])C)C1)C 5-[(4R,7S,8aS)-7-(3-amino-3-methyl-azetidin-1-yl)-4-methyl-3,4,6,7,8,8a-hexahydro-1H-pyrrolo[1,2-a]pyrazin-2-yl]-2-deuterio-quinoline-8-carbonitrile